ClC=1C(N(N=CC1OCC=1C=NC(=CC1)I)CC(C)(C)Cl)=O 4-chloro-2-(2-chloro-2-methylpropyl)-5-[(6-iodo-3-pyridinyl)methoxy]-3(2H)-pyridazinone